NC1=C2C(=NC=N1)N(N=C2C2=C(C(=C(C=C2)OC)F)F)C(C)C2=NC1=CC=CC(=C1C(N2C2=CC=CC=C2)=O)F 2-(1-(4-amino-3-(2,3-difluoro-4-methoxyphenyl)-1H-pyrazolo[3,4-d]pyrimidin-1-yl)ethyl)-5-fluoro-3-phenylquinazolin-4(3H)-one